C1(CC1)C1=CNC=2N=CN=C(C21)N2CCN(CC2)C(=O)OCC Ethyl 4-(5-cyclopropyl-7H-pyrrolo[2,3-d]pyrimidin-4-yl)piperazine-1-carboxylate